2'-O-{(2-cyanoethoxy)[di(propan-2-yl)amino]phosphino}inosine C(#N)CCOP(O[C@H]1[C@@H](O[C@@H]([C@H]1O)CO)N1C=NC=2C(O)=NC=NC12)N(C(C)C)C(C)C